CCCCCCCC(=O)OCC(CC)(COC(=O)CCCCCCC)COC(=O)CCCCCCC Trimethylolpropane Tricaprylate